(1R,4R)-4-((5-amino-8-(trifluoromethyl)pyrido[4,3-d]pyrimidin-2-yl)amino)cyclohexane-1-ol NC1=NC=C(C=2N=C(N=CC21)NC2CCC(CC2)O)C(F)(F)F